(R)-N-(3-(2-chloro-5-((1R,3R)-2,2-dichloro-3-(3,4-dichlorophenyl)cyclopropane-1-carboxamido)benzoylamino)-2,6-difluorophenyl)pyrrolidine-2-carboxamide ClC1=C(C(=O)NC=2C(=C(C(=CC2)F)NC(=O)[C@@H]2NCCC2)F)C=C(C=C1)NC(=O)[C@@H]1C([C@H]1C1=CC(=C(C=C1)Cl)Cl)(Cl)Cl